ClC1=CC=CC2=C1NC(=N2)C(=O)N2C(C=1C=CC(=NC1CC2)S(=O)(=O)C)C (7-chloro-1H-benzo[d]imidazol-2-yl)(5-methyl-2-(methylsulfonyl)-7,8-dihydro-1,6-naphthyridin-6(5H)-yl)methanone